C(C)(C)N1C(=NC(=C1)C(F)(F)F)C=1N=CC(=NC1)CN (5-(1-isopropyl-4-(trifluoromethyl)-1H-imidazol-2-yl)pyrazin-2-yl)methanamine